[Er+3].C[Si](N[Si](C)(C)C)(C)C.C[Si](N[Si](C)(C)C)(C)C.C[Si](N[Si](C)(C)C)(C)C tris[N,N-bis(trimethylsilyl)amine] erbium (III)